[2-(3-fluoro-5-methanesulfonylphenoxy)ethyl]-(propyl)amine FC=1C=C(OCCNCCC)C=C(C1)S(=O)(=O)C